C1(CC1)CCC=1C=C2CCN3C(C2=CC1)=C(C(=CC3=O)OC[C@H]3OCCOC3)CC 9-(2-cyclopropyl-ethyl)-2-((S)-1-[1,4]dioxan-2-ylmethoxy)-1-ethyl-6,7-dihydro-pyrido[2,1-a]isoquinolin-4-one